OCCNCCCO 3-(hydroxyethylamino)-1-propanol